N-(4-Methoxy-2-oxazol-2-yl-phenyl)-3-trifluoromethyl-benzenesulfonamide COC1=CC(=C(C=C1)NS(=O)(=O)C1=CC(=CC=C1)C(F)(F)F)C=1OC=CN1